1,3,4,5-tetrahydrobenzo[c][1,2,5]thiadiazepine 2,2-dioxide N1S(CCNC2=C1C=CC=C2)(=O)=O